5-(3-ethylimidazo[1,2-a]pyrimidin-6-yl)-N-(trans-3-morpholinocyclobutyl)pyrrolo[2,1-f][1,2,4]triazin-2-amine C(C)C1=CN=C2N1C=C(C=N2)C=2C=CN1N=C(N=CC12)N[C@@H]1C[C@H](C1)N1CCOCC1